4-(3-(4'-(diphenylamino)-[1,1'-biphenyl]-4-yl)imidazo[1,5-a]pyridin-1-yl)-1-methylpyridin-1-ium C1(=CC=CC=C1)N(C1=CC=C(C=C1)C1=CC=C(C=C1)C1=NC(=C2N1C=CC=C2)C2=CC=[N+](C=C2)C)C2=CC=CC=C2